tert-butyl 4-(2-aminopyrimidin-4-yl)-2-methylbenzylcarbamate NC1=NC=CC(=N1)C1=CC(=C(CNC(OC(C)(C)C)=O)C=C1)C